FC=1C=C(C=C(C1)O)C=1CCN(CC1)C(=O)OC(C)(C)C 5-fluoro-3-(N-tert-butyloxycarbonyl-2,3,6-trihydropyridin-4-yl)phenol